(R)-2-amino-5-diethylaminopentane methyl-3-[[2-(2-methoxyethoxy)-6-methyl-4-pyridyl]amino]-5-(methylamino)-6-(3-methylimidazo[4,5-c]pyridin-7-yl)pyrazine-2-carboxylate COC(=O)C1=NC(=C(N=C1NC1=CC(=NC(=C1)C)OCCOC)NC)C=1C2=C(C=NC1)N(C=N2)C.N[C@H](C)CCCN(CC)CC